tert-butyl(dimethyl)[(2E)-2,4-pentadienyl-oxy]silane C(C)(C)(C)[Si](OC\C=C\C=C)(C)C